OCCCOC=1C=C(C=CC1N1CCOCC1)C=1CC(C)(C=CC1)S(=O)(=O)[O-] 3-(3-(3-hydroxypropoxy)-4-morpholinophenyl)-1-toluenesulfonate